C(C)C1=CC(CC(=C1)C)(C)C 2-ethyl-4,6,6-trimethyl-1,3-cyclohexadiene